C1(=CC(=CC=C1)C1=NC(=NC(=C1)C1=CC=2SC3=CC=C(C=C3SC2C=C1)Br)C1=CC=CC=C1)C1=CC=CC=C1 4-([1,1'-biphenyl]-3-yl)-6-(7-bromothianthren-2-yl)-2-phenylpyrimidine